ClC1=C(CN2CCC(CC2)C(=O)O)C=C(C=C1)CN1CCC2(CCN(C2)C(=O)OC(C(F)(F)F)C(F)(F)F)CC1 1-(2-Chloro-5-((2-(((1,1,1,3,3,3-hexafluoropropan-2-yl)oxy)carbonyl)-2,8-diazaspiro[4.5]decan-8-yl)methyl)benzyl)piperidine-4-carboxylic acid